N[C@H](C1CCN(CC1)C([C@@H](CO)O)=O)C1=C(C(=C(C=C1O)Cl)Cl)F (R)-1-(4-((R)-amino(3,4-dichloro-2-fluoro-6-hydroxyphenyl)methyl)piperidin-1-yl)-2,3-dihydroxypropan-1-one